3-(4-ethyl-3-pyridyl)-2,7-naphthyridine-1,6-diamine C(C)C1=C(C=NC=C1)C=1N=C(C2=CN=C(C=C2C1)N)N